(1R,2S,5S)-N-[3-Amino-1-(cyclopropylmethyl)-2-hydroxy-3-oxo-propyl]-3-[(2S)-2-amino-3-methyl-butanoyl]-6,6-dimethyl-3-azabicyclo[3.1.0]hexane-2-carboxamide NC(C(C(CC1CC1)NC(=O)[C@@H]1[C@H]2C([C@H]2CN1C([C@H](C(C)C)N)=O)(C)C)O)=O